C[Si](C(C)C1=C(C(=C(C=C1)[SiH](C)C)[SiH](C)C)CC[SiH2]C(NCCC[Si](OC)(OC)OC)NCCC[Si](OC)(OC)OC)(OC)OC 1-methyldimethoxysilylethyldimethylsilyl-3-bis(trimethoxysilylpropylamino)methylsilylethyldimethylsilylbenzene